COC(=O)C1=NC(=NO1)C=1OC=CC1 3-(furan-2-yl)-1,2,4-oxadiazole-5-carboxylic acid methyl ester